FC1=C(CC2=NC3=C(N2[C@@H]2COCC2(C)C)C=C(C=C3)C(=O)OC)C=C(C(=C1)C1=NC(=CC=C1)O)F Methyl (S)-2-(2,5-difluoro-4-(6-hydroxypyridin-2-yl)benzyl)-1-(4,4-dimethyltetrahydrofuran-3-yl)-1H-benzo[d]imidazole-6-carboxylate